FC1(CCC(CC1)C1=NOC(=N1)C1C2CN(CC1C2)C(CC2=NON=C2C)=O)F 1-(6-(3-(4,4-difluorocyclohexyl)-1,2,4-oxadiazol-5-yl)-3-azabicyclo[3.1.1]heptan-3-yl)-2-(4-methyl-1,2,5-oxadiazol-3-yl)ethan-1-one